6-(6-Chloro-1-((2-(trimethylsilyl)ethoxy)methyl)-1H-pyrrolo[3,2-c]pyridin-2-yl)-N-methyl-N-(2,2,2-trifluoroethyl)pyrimidin-4-amine ClC1=CC2=C(C=N1)C=C(N2COCC[Si](C)(C)C)C2=CC(=NC=N2)N(CC(F)(F)F)C